N-(1-((R)-pyrrolidin-2-yl)ethyl)-4-(1H-pyrrolo[2,3-b]pyridin-4-yl)-3,4-dihydro-2H-1,4-thiazine-6-carboxamide hydrochloride Cl.N1[C@H](CCC1)C(C)NC(=O)C1=CN(CCS1)C1=C2C(=NC=C1)NC=C2